2-[5-(1,1,1-trifluoro-2-{[tris(prop-2-yl)silyl]oxy}prop-2-yl)-1,3,4-oxadiazol-2-yl]pyridin-3-amine FC(C(C)(O[Si](C(C)C)(C(C)C)C(C)C)C1=NN=C(O1)C1=NC=CC=C1N)(F)F